12-bromo-4,6,8,10-tetramethyltridecyl propoxymethyl ether C(CC)OCOCCCC(CC(CC(CC(CC(C)Br)C)C)C)C